NC1=CC=CC(=N1)C1=NC(=NC(=N1)N[C@H](C)C1CC1)N[C@H](C)C1CC1 6-(6-aminopyridin-2-yl)-N2,N4-bis((R)-1-cyclopropyl-ethyl)-1,3,5-triazine-2,4-diamine